tert-Butyl (4S)-2,2-dimethyl-4-[3-[(3-methyl-6-sulfamoyl-2-pyridyl)oxy] propyl]pyrrolidine-1-carboxylate CC1(N(C[C@H](C1)CCCOC1=NC(=CC=C1C)S(N)(=O)=O)C(=O)OC(C)(C)C)C